BrC=1C(=NC(=CC1)C(F)(F)F)C(=O)O 3-bromo-6-(trifluoromethyl)pyridine-2-carboxylic acid